2-(2-(1H-benzo[d][1,2,3]triazol-1-yloxy)-6-methoxynicotinamido)benzo[d]thiazole N1(N=NC2=C1C=CC=C2)OC2=C(C(=O)NC=1SC3=C(N1)C=CC=C3)C=CC(=N2)OC